N1NC=CC2=C1N=CC=N2 dihydropyrazino[2,3-e]pyridazine